C1(CCCCC1)C[C@@H](C(=O)O)NC(=O)C1=CC(=CC(=C1)Cl)Cl (2S)-3-cyclohexyl-2-[(3,5-dichlorophenyl)formamido]propanoic acid